2,3-diphenyl-4,6-dimethyl-N-(methacryloyl)indole C1(=CC=CC=C1)C=1N(C2=CC(=CC(=C2C1C1=CC=CC=C1)C)C)C(C(=C)C)=O